O.O.O.O.[Fe](C#N)C#N.[K] potassium ferrous cyanide tetrahydrate